2-[(imino)methyl]-phenol N=CC1=C(C=CC=C1)O